FC1=C(CC=2C=3N(C=C(N2)C(=N)N)C=CN3)C=C(C(=C1)C)F 8-(2,5-difluoro-4-methylbenzyl)imidazo[1,2-a]pyrazine-6-carboxamidine